ClC1=C(C=C(C=C1)NC=1C2=C(N=CN1)C=NC(=C2)OC2CN(CC2)C(C=C)=O)CO 1-(3-((4-((4-chloro-3-(hydroxymethyl)phenyl)-amino)pyrido[3,4-d]-pyrimidin-6-yl)oxy)-pyrrolidin-1-yl)prop-2-en-1-one